tert-butyl (R)-(1-(2-isopropyl-5-nitro-2H-indazol-4-yl)-3-methylpyrrolidin-3-yl)carbamate C(C)(C)N1N=C2C=CC(=C(C2=C1)N1C[C@](CC1)(C)NC(OC(C)(C)C)=O)[N+](=O)[O-]